N1=CN=CC(C1([2H])[2H])([2H])[2H] Pyrimidine-5,5,6,6-d4